5-(4-amino-phenyl)-2-thio-cytosine NC1=CC=C(C=C1)C=1C(=NC(NC1)=S)N